2-(4-(1-hydroxycyclopentane-1-carbonyl)-1-meth-yl-10-oxo-1,4,9-triaza-spiro[5.6]dodecan-9-yl)-acetic acid OC1(CCCC1)C(=O)N1CCN(C2(C1)CCN(C(CC2)=O)CC(=O)O)C